5-(5-amino-2-fluorophenyl)-2,5-dimethyl-1,1-dioxo-1,2,4-thiadiazine NC=1C=CC(=C(C1)C1(N=CN(S(C1)(=O)=O)C)C)F